(S)-1-[(S)-3-Methyl-1-{[4-(2-oxo-2-piperidinoethyl)-1-piperidyl]carbonyl}butyl]-3-isobutyl-2-piperazinone CC(C[C@@H](C(=O)N1CCC(CC1)CC(N1CCCCC1)=O)N1C([C@@H](NCC1)CC(C)C)=O)C